[(2R)-4-[2-[[6-[5-(6-methyl-2-pyridyl)-1H-imidazol-4-yl]-3-quinolyl]amino]ethyl]piperazin-2-yl]methanol CC1=CC=CC(=N1)C1=C(N=CN1)C=1C=C2C=C(C=NC2=CC1)NCCN1C[C@@H](NCC1)CO